(2-fluoropyridin-3-yl)methanol FC1=NC=CC=C1CO